NC=1C(=C(C=C2C=C(N=CC12)NC1=NN2CC(N(CCC2=C1)[C@H]1COCC1)=O)C=1C=NC=C(C1C)N)F |r| (+/-)-2-((8-amino-6-(5-amino-4-methylpyridin-3-yl)-7-fluoroisoquinolin-3-yl)amino)-6-(tetrahydrofuran-3-yl)-5,6-dihydro-4H-pyrazolo[1,5-d][1,4]diazepin-7(8H)-one